N1(C=NC=2C=NC=3C=CC=CC3C21)CCCN 1H-imidazo[4,5-C]quinoline-1-propanamine